C1=NC2=C(C(=O)N1)N=CN2[C@H]3[C@@H]([C@@H]([C@H](O3)COP(=O)(O)OP(=O)(O)O)O)O The molecule is a purine ribonucleoside 5'-diphosphate having inosine as the nucleobase. It has a role as a fundamental metabolite. It is a purine ribonucleoside 5'-diphosphate and an inosine phosphate. It is a conjugate acid of an IDP(3-).